bis(cycloocta-1,5-diene) nickel [Ni].C1=CCCC=CCC1.C1=CCCC=CCC1